2-chloro-4-((4-trifluoromethylpyridin-2-yl)oxy)benzaldehyde ClC1=C(C=O)C=CC(=C1)OC1=NC=CC(=C1)C(F)(F)F